methyl 6-(4-((4-(3-(3-amino-6-(2-hydroxyphenyl)pyridazin-4-yl)-3,8-diazabicyclo[3.2.1]octan-8-yl)pyridin-2-yl)oxy)piperidin-1-yl)spiro[3.3]heptane-2-carboxylate NC=1N=NC(=CC1N1CC2CCC(C1)N2C2=CC(=NC=C2)OC2CCN(CC2)C2CC1(CC(C1)C(=O)OC)C2)C2=C(C=CC=C2)O